N1=CN=C(C=C1)C=1C=C(OC2C[C@@H]3[C@@H](CNC3)C2)C=CC1 (3ar,5s,6as)-5-(3-(pyrimidin-4-yl)phenoxy)octahydrocyclopenta[c]pyrrole